CC=1CC[C@@H](CC1)C(=C)C (S)-2-methyl-5-(1-methyl-vinyl)-2-cyclohexene